Cl.N1CC(C1)CN(C(OCC1C2=CC=CC=C2C=2C=CC=CC12)=O)C[C@@H]([C@H]([C@@H]([C@@H](CO)O)O)O)O fluoren-9-ylmethyl N-(azetidin-3-ylmethyl)-N-[(2S,3R,4R,5R)-2,3,4,5,6-pentahydroxylhexyl]carbamate hydrochloride